2-(4-(4-fluorophenyl)-1-(oxetan-3-yl)-1H-imidazol-5-yl)-N-(5-(oxetan-3-yl)pyridin-2-yl)oxazole-4-carboxamide FC1=CC=C(C=C1)C=1N=CN(C1C=1OC=C(N1)C(=O)NC1=NC=C(C=C1)C1COC1)C1COC1